2-propyl-pyridazin-3-one C(CC)N1N=CC=CC1=O